CN1C=C(C(=C1)C(=O)[O-])C(=O)[O-] 1-methylpyrrole-3,4-dicarboxylate